C(C)OC(=O)C1=C(N=C(S1)NC1=NC(=CC(=N1)N1CC(NCC1)C(=O)N)NCC1=CC(=C(C=C1)OC)OC)C 2-[[4-[3-(aminocarbonyl)-1-piperazinyl]-6-[[(3,4-dimethoxyphenyl)methyl]amino]-2-pyrimidinyl]amino]-4-methyl-5-thiazolecarboxylic acid ethyl ester